4'-(tert-butyl)-5-ethynyl-5-hydroxy-[1,1'-biphenyl]-2(5H)-one C(C)(C)(C)C1=CC=C(C=C1)C=1C(C=CC(C1)(O)C#C)=O